C[C@@H]1[C@H]([C@H](C[C@@H](O1)O[C@@H]2[C@H](O[C@H](C[C@@H]2O)O[C@@H]3[C@H](O[C@H](C[C@@H]3O)O[C@H]4CC[C@]5([C@@H](C4)CC[C@@H]6[C@@H]5C[C@H]([C@]7([C@@]6(CC[C@@H]7C8CC(=O)OC8)O)C)O)C)C)C)O)O The molecule is a cardanolide glycoside that is the 20,22-dihydro derivative of digoxin. It has a role as a metabolite. It derives from a digoxin.